FC=1C=C(C#N)C=C(C1)O[C@H](CO)CCCCCCCCCCCCCCCCCC (S)-3-fluoro-5-((1-hydroxyeicosan-2-yl)oxy)benzonitrile